Cl.BrC=1C=C2C(=CC1)C(N(CC21CC1)CC(=O)N[C@H]1CNCCC1)=O 2-(6-bromo-1-oxo-spiro[3H-isoquinoline-4,1'-cyclopropane]-2-yl)-N-[(3R)-3-piperidyl]acetamide hydrochloride